FC1=CC(=C(C=C1)C1=CC(=CC=C1)C=1OC2=C(N1)C=C(C=C2C(F)(F)F)CNCC2(CCOCC2)C#N)C2=NN=CN2C 4-((((2-(4'-Fluoro-2'-(4-methyl-4H-1,2,4-triazol-3-yl)-[1,1'-biphenyl]-3-yl)-7-(trifluoromethyl)benzo[d]oxazol-5-yl)methyl)amino)methyl)tetrahydro-2H-pyran-4-carbonitrile